NN1CCC2=CC=CC=C12 (S)-1-amino-2,3-dihydro-1H-indole